[N-](S(=O)(=O)C(F)(F)F)S(=O)(=O)C(F)(F)F.C(CC)N1CN(C=C1)C 1-propyl-3-methylimidazole bistrifluoromethanesulfonimide salt